4-(3-piperidylmethoxy)-3-pyrimidin-5-yl-1H-pyrrolo[2,3-b]pyridine N1CC(CCC1)COC1=C2C(=NC=C1)NC=C2C=2C=NC=NC2